C(C)OC([C@H](CCC1=NC2=C(N1C)C=CC(=C2)N(CCCl)CCCl)NC([C@H](CC2=CC=C(C=C2)F)N)=O)=O (2S)-2-[[(2S)-2-amino-3-(4-fluorophenyl)propionyl]amino]-4-[5-[bis(2-chloroethyl)amino]-1-methyl-benzimidazol-2-yl]butanoic acid ethyl ester